FC(C=1C=C(C(=O)NC=2C=CC(=C(C2)NC(=O)C2=CN=CN2C)C)C=C(C1)C(F)(F)F)(F)F N-(5-{[3,5-bis(trifluoromethyl)benzoyl]amino}-2-methylphenyl)-1-methyl-1H-imidazole-5-carboxamide